C(#N)C(C)(C)C1=CC(=NC=C1)C(=O)NC=1C=NC(=C(C1)C=1C=NC2=CC(=NC=C2C1)NCC1=CC=C(C=C1)OC)C 4-(2-cyanoprop-2-yl)-N-(5-(7-((4-methoxybenzyl)amino)-1,6-naphthyridin-3-yl)-6-methylpyridin-3-yl)pyridineamide